C(C)N1C2(CCC2)CC(CC1)N1N=C2C(=CC(=CC2=C1)C=1C=C(C=2N(N1)C=C(N2)C)C)F 6-[2-(5-ethyl-5-azaspiro[3.5]non-8-yl)-7-fluoro-indazol-5-yl]-2,8-dimethyl-imidazo[1,2-B]pyridazine